NC1=NN2C(C=C(C=C2)C=2C(=C(C(=O)NCC(C(O)C3CC(C3)(F)F)(F)F)C(=CC2)C)F)=N1 3-(2-amino-[1,2,4]triazolo[1,5-a]pyridin-7-yl)-N-(3-(3,3-difluorocyclobutyl)-2,2-difluoro-3-hydroxypropyl)-2-fluoro-6-methylbenzamide